COC=1C(C(=CN2[C@H]3CCCCN(C(C12)=O)C3)C(=O)O)=O (1S)-6-methoxy-5,8-dioxo-2,9-diazatricyclo[7.4.1.02,7]tetradec-3,6-diene-4-carboxylic acid